2-(3-((4-((3-chloro-2-fluorophenyl)amino)-7-methoxyquinazolin-6-yl)thio)azetidin-1-yl)-N-methylacetamide ClC=1C(=C(C=CC1)NC1=NC=NC2=CC(=C(C=C12)SC1CN(C1)CC(=O)NC)OC)F